C(C)(C)(C)N1N=C(C=C1NC([O-])=O)[C@@H]1C[C@@H](CC1)O (1-(tert-butyl)-3-((1S,3R)-3-hydroxycyclopentyl)-1H-pyrazol-5-yl)carbamate